ethyl bis(2,4-di-tert-butyl-6-methylphenyl) phosphite P(OCC)(OC1=C(C=C(C=C1C)C(C)(C)C)C(C)(C)C)OC1=C(C=C(C=C1C)C(C)(C)C)C(C)(C)C